FC(CC1=CC=C2C(=NC=NC2=C1)N1CCC2(CCN(CC2)C(=O)OC(C)(C)C)CC1)(F)F tert-Butyl 9-[7-(2,2,2-trifluoroethyl)quinazolin-4-yl]-3,9-diazaspiro[5.5]undecane-3-carboxylate